4-benzyl 2-allylpiperazine-1,4-dicarboxylate C(C=C)C1N(CCN(C1)C(=O)OCC1=CC=CC=C1)C(=O)[O-]